N1CNC(C2=C1N=CC=C2)=O 2,3-dihydropyrido[2,3-d]pyrimidin-4(1H)-one